NC=1C2=C(N(C(N1)=O)C=1C(=NC=CC1)OC)N=C(C=C2)C2CC2 4-amino-7-cyclopropyl-1-(2-methoxypyridin-3-yl)pyrido[2,3-d]pyrimidin-2(1H)-one